(E)-N'-cyano-N-((1,2,3,5,6,7-hexahydro-s-indacen-4-yl)carbamoyl)-2-(thiazol-2-yl)ethene-1-sulfonimidamide C(#N)N=S(=O)(NC(NC1=C2CCCC2=CC=2CCCC12)=O)\C=C\C=1SC=CN1